CC1=C(OC=2C(=CC(N(C2)C2CCN(CC2)C)=O)C=2C3=C(C(N(C2)C)=O)NC=C3)C(=CC=C1)C 4-(5-(2,6-dimethylphenoxy)-1-(1-methylpiperidin-4-yl)-2-oxo-1,2-dihydropyridin-4-yl)-6-methyl-1,6-dihydro-7H-pyrrolo[2,3-c]pyridin-7-one